BrC=1C(=NOC1C)OC[C@H](C1=C(C=CC=C1)F)NC(OC(C)(C)C)=O (S)-tert-butyl (2-((4-bromo-5-methylisoxazol-3-yl)oxy)-1-(2-fluorophenyl)ethyl)carbamate